C(C)C(C(=O)OP(=O)(OC)OC)OC1=C(C=C(C=C1)Cl)Cl (dimethoxyphosphoryl) ethyl-(2,4-dichlorophenoxy)acetate